FC(C(=O)O)(F)F.FC(C(=O)O)(F)F.FN1C2(C(NCC1CC2C2=CC(=CC1=CC=CC=C21)O)C=2C1=C(N=C(N2)OC[C@H]2N(CCC2)C)C=CN=C1)C(C#N)C 8-fluoro-7-(3-hydroxynaphthalen-1-yl)-2-(((S)-1-methylpyrrolidin-2-yl)methoxypyrido[4,3-d]pyrimidin-4-yl)-3,8-diazabicyclo[3.2.1]octan-1-ylpropanenitrile bis(2,2,2-trifluoroacetate)